C(CCCCCCCCCCCCCCC)OC=1C=C(C(=O)O)C=C(C1OCCCCCCCCCCCCCCCC)OCCCCCCCCCCCCCCCC 3,4,5-tri(hexadecyloxy)benzoic acid